2-(4-((6,7-dimethylquinolin-4-yl)oxy)-2-fluorophenyl)-N-(3-(trifluoromethyl)phenyl)-2-oxoacetamide CC=1C=C2C(=CC=NC2=CC1C)OC1=CC(=C(C=C1)C(C(=O)NC1=CC(=CC=C1)C(F)(F)F)=O)F